N-[[(1S,3R)-3-[[5-[3-(3-cyanoazetidin-1-yl)-6-oxo-pyridazin-1-yl]-2-pyridyl]amino]cyclopentyl]methyl]-3-methylisoxazole-5-carboxamide C(#N)C1CN(C1)C1=NN(C(C=C1)=O)C=1C=CC(=NC1)N[C@H]1C[C@H](CC1)CNC(=O)C1=CC(=NO1)C